O=C1N(CCC(N1)=O)C1=C2C=CN(C2=CC=C1)C1CCN(CC1)CC1CCC2(CN(C2)C2=CC=C(C=C2)C2CCN(CC2)C=2C=CC(=C3C(=CNC23)C#N)F)CC1 7-(4-{4-[7-({4-[4-(2,4-Dioxo-1,3-diazinan-1-yl)-1H-indol-1-yl]piperidin-1-yl}methyl)-2-azaspiro[3.5]nonan-2-yl]phenyl}piperidin-1-yl)-4-fluoro-1H-indole-3-carbonitrile